BrC1=CC(=C(C=C1OC)/C=C(\CO)/[N+](=O)[O-])OC (E)-3-(4-bromo-2,5-dimethoxyphenyl)-2-nitroprop-2-en-1-ol